C=C(C1=CC=CC=C1)CC(C(=O)O)=C styrene-α-methacrylic acid